C(C)(C)OC(CCC1=C(C=CC=C1)OCCCCC1=CC(=CC=C1)[C@H](CC1=CC=CC=C1)O)=O (S)-3-(2-(2-(3-(1-hydroxy-2-phenylethyl)phenethyl)ethoxy)phenyl)propanoic acid isopropyl ester